C(=C)C1C=2C=CC=NC2CCN1C(=O)OC(C)(C)C tert-butyl 5-vinyl-7,8-dihydro-5H-1,6-naphthyridine-6-carboxylate